1-[2-methyl-1-(triphenylmethyl)imidazol-4-yl]ethanol CC=1N(C=C(N1)C(C)O)C(C1=CC=CC=C1)(C1=CC=CC=C1)C1=CC=CC=C1